N-(4-((2-amino-3-chloropyridin-4-yl)oxy)-3-fluorophenyl)-1-phenyl-5-(trifluoromethyl)-1H-imidazole-4-Carboxamide NC1=NC=CC(=C1Cl)OC1=C(C=C(C=C1)NC(=O)C=1N=CN(C1C(F)(F)F)C1=CC=CC=C1)F